CS(=O)(=O)C=1C=C(C=NC1)N 5-(methylsulfonyl)pyridin-3-amine